ferrocenyl selenide [C-]1(C=CC=C1)[Se][C-]1C=CC=C1.[CH-]1C=CC=C1.[Fe+2].[CH-]1C=CC=C1.[Fe+2]